5-[4-amino-5-(trifluoromethyl)pyrrolo-[2,1-f][1,2,4]triazin-7-yl]-3-fluoro-N-[(3R,4S)-4-fluoro-1-(3-fluoropyridine-4-carbonyl)pyrrolidin-3-yl]-2-methyl-benzamide NC1=NC=NN2C1=C(C=C2C=2C=C(C(=C(C(=O)N[C@@H]1CN(C[C@@H]1F)C(=O)C1=C(C=NC=C1)F)C2)C)F)C(F)(F)F